4'-(oxybis(methylene))bis(methoxybenzene) O(CC1=C(C=CC=C1)OC)CC1=C(C=CC=C1)OC